2-[2-(3-methoxyphenyl)[1,2,4]triazolo[1,5-c]quinazolin-5-yl]-L-lysinamide COC=1C=C(C=CC1)C1=NN2C(=NC=3C=CC=CC3C2=N1)[C@](N)(CCCCN)C(=O)N